2-(pyridine-2-yl)-quinazoline N1=C(C=CC=C1)C1=NC2=CC=CC=C2C=N1